ClC1=C(C2=C(NC(O[C@@]23CN(CCC3)C(=O)C3=CN=C(N3)C(CCCC)(O)C3=CC=C(C=C3)F)=O)C=C1)F (3'R)-6-chloro-5-fluoro-1'-(2-(1-(4-fluorophenyl)-1-hydroxypentyl)-1H-imidazole-5-carbonyl)spiro[benzo[d][1,3]oxazin-4,3'-piperidin]-2(1H)-one